Br.BrCC1=NC=CC=C1 2-(bromomethyl)pyridine, hydrobromide